CN(C)CCN1N=NC(=C1)CS(=O)(=O)C1=CC(=C(C=C1)OC)OC 1-[2-(N,N-dimethylamino)ethyl]-4-[(3,4-dimethoxyphenyl)sulfonylmethyl]-1H-1,2,3-triazole